BrC1=NN(C2=CC=CC=C12)CC1=C2C=CN(C2=CC(=C1OC=1C=CC(=C(C#N)C1)F)F)S(=O)(=O)C1=CC=CC=C1 5-((4-((3-Bromo-1H-indazol-1-yl)methyl)-6-fluoro-1-(phenylsulfonyl)-1H-indol-5-yl)oxy)-2-fluorobenzonitrile